(3,5-dibromo-4-hydroxyphenyl)(2-ethyl-4,5,6,7-tetrahydro-2H-indazol-3-yl)methanone BrC=1C=C(C=C(C1O)Br)C(=O)C=1N(N=C2CCCCC12)CC